(S)-8-formyl-2-(2-(hydroxymethyl)morpholino)-N,N-dimethyl-4-oxo-4H-chromen-6-carboxamide C(=O)C=1C=C(C=C2C(C=C(OC12)N1C[C@H](OCC1)CO)=O)C(=O)N(C)C